N-(3-(5-(((2S,4R)-1-acryloyl-4-methoxypyrrolidin-2-yl)methoxy)-6-aminopyrimidin-4-yl)-5-fluoro-2-methylphenyl)-7-fluoro-3,3-dimethyl-2,3-dihydrobenzofuran-6-carboxamide C(C=C)(=O)N1[C@@H](C[C@H](C1)OC)COC=1C(=NC=NC1N)C=1C(=C(C=C(C1)F)NC(=O)C1=C(C2=C(C(CO2)(C)C)C=C1)F)C